N1=CC=C(C=C1)C=1C=C(C=C(C1)C1=CC=NC=C1)C1=NC(=NC(=C1)C1=CC(=CC(=C1)C1=CC=NC=C1)C1=CC=NC=C1)C 4,6-bis(3,5-di-4-pyridinylphenyl)-2-methylpyrimidine